tert-Butyl 2-(3-chloro-6-(2-((2,2-difluoroethyl)(isopropyl)carbamoyl)-4-fluorophenoxy)-1,2,4-triazin-5-yl)-2,7-diazaspiro[3.5]nonane-7-carboxylate ClC=1N=NC(=C(N1)N1CC2(C1)CCN(CC2)C(=O)OC(C)(C)C)OC2=C(C=C(C=C2)F)C(N(C(C)C)CC(F)F)=O